COC(=O)C=1N(C=CC1Br)C(=O)OC(C)(C)C 3-bromo-1H-pyrrole-1,2-dicarboxylic acid 1-(tert-butyl) 2-methyl ester